C(#N)[C@@H]1C[C@@]2(CN1C([C@H](CC(C)(C)F)N(C(C=C)=O)C)=O)C(NC1=CC=CC=C12)=O N-((S)-1-((3R,5'S)-5'-cyano-2-oxospiro[indoline-3,3'-pyrrolidin]-1'-yl)-4-fluoro-4-methyl-1-oxopentan-2-yl)-N-methylacrylamide